tert-butyl (E)-(2-(3-(6-azidonaphthalen-2-yl)-N-methylacrylamido)ethyl)-(methyl)carbamate N(=[N+]=[N-])C=1C=C2C=CC(=CC2=CC1)/C=C/C(=O)N(C)CCN(C(OC(C)(C)C)=O)C